NC1CCN(CC1)C(=O)C=1C2=C(N(N1)CC(=O)N1CCN(CC1)C1=C(C(=CC=C1)C)C)CCC2 2-[3-(4-aminopiperidine-1-carbonyl)-5,6-dihydrocyclopenta[c]pyrazol-1(4H)-yl]-1-[4-(2,3-dimethylphenyl)piperazin-1-yl]ethan-1-one